12H-benzo(a)xanthene C1=CC=CC=2C1=C1CC3=CC=CC=C3OC1=CC2